O[C@H]1[C@@]2([C@H](CC[C@@]2([C@@H]2CC[C@@H]3C[C@H](CC[C@@]3([C@H]2C1)C)NC(OCCN1CC(NCC1)=O)=O)O)C=1COC(C1)=O)C 2-(3-oxopiperazin-1-yl)ethyl ((3S,5R,8R,9S,10S,12R,13S,14S,17R)-12,14-dihydroxy-10,13-dimethyl-17-(5-oxo-2,5-dihydrofuran-3-yl)hexadecahydro-1H-cyclopenta[a]phenanthren-3-yl)carbamate